NC=1C(=C(C=C2C=C(N=CC12)NC(OC1CC2(C1)CCN(CC2)C2COC2)=O)C2=C(C1=C(OCCN1)N=C2)C)F 7-(Oxetan-3-yl)-7-azaspiro[3.5]nonan-2-yl (8-amino-7-fluoro-6-(8-methyl-2,3-dihydro-1H-pyrido[2,3-b][1,4]oxazin-7-yl)isoquinolin-3-yl)carbamate